3-methyl-1H-indazole-6-carboxamide CC1=NNC2=CC(=CC=C12)C(=O)N